C(#N)C(NC(=O)[C@@H]1[C@H]2C([C@H]2CN1C([C@H]([C@@H](C)OC)NC(C(F)(F)F)=O)=O)(C)C)C=1C=NN2C1C(=CC=C2)C#C (1R,2S,5S)-N-[cyano-(4-ethynylpyrazolo[1,5-a]pyridin-3-yl)methyl]-3-[(2S,3R)-3-methoxy-2-[(2,2,2-trifluoroacetyl)amino]butanoyl]-6,6-dimethyl-3-azabicyclo[3.1.0]hexane-2-carboxamide